tert-butyl 8-methyl-4-[8-methyl-2-[4-(4-methylpiperazin-1-yl)anilino]-7-oxo-pyrido[2,3-d]pyrimidin-6-yl]-2,3-dihydroquinoxaline-1-carboxylate CC=1C=CC=C2N(CCN(C12)C(=O)OC(C)(C)C)C1=CC2=C(N=C(N=C2)NC2=CC=C(C=C2)N2CCN(CC2)C)N(C1=O)C